C1(CC1)CCNC1=NC(=NC=C1C(F)(F)F)NC1=CC2=C(B(OC2)O)C=C1 5-((4-((2-cyclopropylethyl)amino)-5-(trifluoromethyl)pyrimidin-2-yl)amino)benzo[c][1,2]oxaborol-1(3H)-ol